C=C1C=C2C=CC=C2C=C1 methylene-5H-indene